dimethyl-2,4-di(thiazol-2-yl)-3,7-dimethyl-3,7-diaza-bicyclo[3.3.1]nonan-9-one CC1(C2(CN(CC(C(N1C)C=1SC=CN1)C2=O)C)C)C=2SC=CN2